1-(1,5-dimethyl-1H-pyrazol-4-yl)methylamine CN1N=CC(=C1C)CN